2-(4-cyclopropyl-6-methoxy-pyrimidin-5-yl)-5-methyl-4-[[4-[1-tetrahydropyran-4-yl-4-(trifluoromethyl)imidazol-2-yl]phenyl]methoxy]pyrimidine C1(CC1)C1=NC=NC(=C1C1=NC=C(C(=N1)OCC1=CC=C(C=C1)C=1N(C=C(N1)C(F)(F)F)C1CCOCC1)C)OC